5-amino-6-[(1,3-oxazol-2-ylmethyl)amino]pyridine-2-carboxylic acid methyl ester COC(=O)C1=NC(=C(C=C1)N)NCC=1OC=CN1